FC1=CC=C(C=C1)[Mg].[Br] bromine (4-fluorophenyl)magnesium